2-(6-((2S,5R)-4-(1-(3-(difluoromethyl)-4-fluorophenyl)ethyl)-2,5-dimethylpiperazin-1-yl)-9-ethyl-3-methyl-2-oxo-3,9-dihydro-2H-purin-8-yl)acetonitrile FC(C=1C=C(C=CC1F)C(C)N1C[C@@H](N(C[C@H]1C)C=1C=2N=C(N(C2N(C(N1)=O)C)CC)CC#N)C)F